CC1(C2=CC=CC=C2C=2C=CC(=CC12)C1=C(C=CC=2C3=CC=CC=C3C3(C12)C1=CC=CC=C1C=1C=CC=CC13)N)C (9,9-dimethylfluorene-2-yl)-9,9-spirobifluorene-2-amine